(P)-1-(5-CHLORO-4-(3,3-DIFLUOROCYCLOBUTYL)-2-METHOXYPHENYL)-N-(ISOXAZOL-3-YL)-2-OXO-1,2-DIHYDROQUINOLINE-6-SULFONAMIDE ClC=1C(=CC(=C(C1)N1C(C=CC2=CC(=CC=C12)S(=O)(=O)NC1=NOC=C1)=O)OC)C1CC(C1)(F)F